3-Bromo-5-cyano-2-fluoro-6-nitrobenzoic acid BrC=1C(=C(C(=O)O)C(=C(C1)C#N)[N+](=O)[O-])F